C1(=CC=CC=C1)OC(C1=CC=CC=C1)CC mono(α-ethylbenzyl) phenyl ether